hexyl (R,E)-(1-amino-1-oxo-7-phenylhept-4-en-3-yl)carbamate NC(C[C@H](\C=C\CCC1=CC=CC=C1)NC(OCCCCCC)=O)=O